OC(C)(C)C1=CC=C(S1)C=O [5-(2-hydroxy-2-propyl)-2-thienyl]methanone